O(C1=CC=CC=C1)C=1C=C(C=CC1)C1(CC1)N 1-(3-phenoxyphenyl)cyclopropanamine